2-acetyl-8-cycloheptyl-5-(4-(trifluoromethyl)benzyl)-2,5,8-triazaspiro[3.5]-nonane-6,9-dione C(C)(=O)N1CC2(C1)N(C(CN(C2=O)C2CCCCCC2)=O)CC2=CC=C(C=C2)C(F)(F)F